[N+](=O)([O-])C=1C(=NC(=CC1)N1CCC2(COC2)CC1)OCCCN 3-((3-nitro-6-(2-oxa-7-azaspiro[3.5]non-7-yl)pyridin-2-yl)oxy)propan-1-amine